2,4-dihydro-5H-pyrazolo[4,3-d]pyrimidin-5-one N=1NC=C2NC(N=CC21)=O